C1=CC=CC=2C3=CC=CC=C3N(C12)C1=CC=C(C=C1)[PH2]=O 4-(N-carbazolyl)phenylphosphine oxide